C[C@H]1[C@H]2[C@H](C[C@H]3[C@@H]4CC=C5CC(CC[C@]5(C)[C@H]4CC[C@]23C)O)O[C@]12CCC(C)CO2 spirostan-5-en-3-ol